4-((6-bromopyridin-2-yl)methylene)piperidine-1-carboxylic acid BrC1=CC=CC(=N1)C=C1CCN(CC1)C(=O)O